3-fluoro-5-methoxy-N-(1-oxo-3-phenyl-1-(6-(pyridin-3-yl)-5,6-dihydropyridin-1(2H)-yl)propan-2-yl)benzamide FC=1C=C(C(=O)NC(C(N2CC=CCC2C=2C=NC=CC2)=O)CC2=CC=CC=C2)C=C(C1)OC